CN1C=[N+](C=C1)C1=CC=CC=C1 1-methyl-3-Phenyl-imidazolium